1-(6-((4-(4-(1-acetyl-4-((4-chlorophenyl)amino)-2-methyl-1,2,3,4-tetrahydroquinolin-6-yl)phenyl)piperazin-1-yl)methyl)pyridazin-3-yl)dihydropyrimidine-2,4(1H,3H)-dione C(C)(=O)N1C(CC(C2=CC(=CC=C12)C1=CC=C(C=C1)N1CCN(CC1)CC1=CC=C(N=N1)N1C(NC(CC1)=O)=O)NC1=CC=C(C=C1)Cl)C